3-(5-(4-(4-(2,6-difluorobenzyl)-5-oxo-4,5-dihydro-1H-1,2,4-triazol-1-yl)-2-fluorophenoxy)-4-methylthiazol-2-yl)cyclobutane-1-carboxylic acid FC1=C(CN2C=NN(C2=O)C2=CC(=C(OC3=C(N=C(S3)C3CC(C3)C(=O)O)C)C=C2)F)C(=CC=C1)F